2,4-dichloro-1-hydroxy-3-aminobenzene ClC1=C(C=CC(=C1N)Cl)O